(1R,5S,6r)-6-((6-aminopyrimidin-4-yl)carbamoyl)-3-azabicyclo[3.1.0]hexane-3-carboxylic acid tert-butyl ester C(C)(C)(C)OC(=O)N1C[C@H]2C([C@H]2C1)C(NC1=NC=NC(=C1)N)=O